2-{2-[2-(2-nitro-phenoxy)-ethoxy]-ethylamino}-ethanol [N+](=O)([O-])C1=C(OCCOCCNCCO)C=CC=C1